methyl (E)-2-butenoate C(\C=C\C)(=O)OC